benzo[b]thiophene hydrochloride Cl.S1C2=C(C=C1)C=CC=C2